N=1C=C(N2C1C=CC=C2)[C@H]2CN(CCC2)C2=CC(=NC(=N2)C(C)C)NC |r| (R/S)-6-(3-(imidazo[1,2-a]pyridin-3-yl)piperidin-1-yl)-2-isopropyl-N-methylpyrimidin-4-amine